N1(CCCCC1)C1=CC=C(C=C1)S(=O)(=O)NCC1=CC=NC=C1 4-(piperidin-1-yl)-N-(pyridin-4-ylmethyl)-benzenesulfonamide